5-(4-(3-(5-chloro-6-methoxypyridin-2-yl)cyclopentyl)piperazin-1-yl)-6-fluoro-N-methylpicolinamide ClC=1C=CC(=NC1OC)C1CC(CC1)N1CCN(CC1)C=1C=CC(=NC1F)C(=O)NC